(S)-N-(2-(1-cyclopropyl-2-hydroxy-2-methylpropyl)-3-oxoisoindolin-4-yl)-2,3-dihydrofuro[2,3-b]pyridine-4-carboxamide C1(CC1)[C@@H](C(C)(C)O)N1CC2=CC=CC(=C2C1=O)NC(=O)C=1C2=C(N=CC1)OCC2